C1(=CC=CC=C1)C1=C(C2=C([Se]C3=C2C=CC=C3)C=C1)C1=NN=NC(=C1C1=CC=CC=C1)C1=CC=CC=C1 phenyl(diphenyltriazinyl)dibeNzoselenophen